CN(S(=O)(=O)NC1CCC2(CN(C2)C[C@H]2CN(CC2)C2=NC=NC=C2OC2=C(C(=O)N(C(C)C)C(C)C)C=C(C=C2)F)CC1)C (S)-2-((4-(3-((7-((N,N-Dimethylaminosulfonyl)amino)-2-azaspiro[3.5]nonan-2-yl)methyl)pyrrolidin-1-yl)pyrimidin-5-yl)oxy)-5-fluoro-N,N-Diisopropylbenzamide